OC1=C(C=O)C=C(C(=C1)NCC)C 2-hydroxy-4-ethylamino-5-methyl-benzaldehyde